OC1=C(C(=CC(=C1)C(C)(C)CC)C(C)(C)CC)N1N=C2C(=N1)C=CC=C2 2-(2'-hydroxy-4',6'-di-tert-amyl-phenyl)-2H-benzotriazole